C(C)OC(=O)C1=CC=C(C=C1)[C@@H]1CN(CC1)C(=O)OC(C)(C)C |r| rac-tert-Butyl 3-(4-(ethoxycarbonyl)phenyl)pyrrolidine-1-carboxylate